methyl 4-fluoro-3-methyl-1H-indazole-5-carboxylate FC1=C2C(=NNC2=CC=C1C(=O)OC)C